3-(4-bromophenyl)-6-((4-(2-methoxyethyl)piperazin-1-yl)methyl)pyridazine BrC1=CC=C(C=C1)C=1N=NC(=CC1)CN1CCN(CC1)CCOC